4,4-difluoro-N-{4-[5-fluoro-7-(2-hydroxypropan-2-yl)-3-(pyridin-2-yl)-1H-pyrrolo[3,2-b]pyridin-2-yl]pyridin-2-yl}-2-(4-fluorophenyl)butanamide FC(CC(C(=O)NC1=NC=CC(=C1)C1=C(C2=NC(=CC(=C2N1)C(C)(C)O)F)C1=NC=CC=C1)C1=CC=C(C=C1)F)F